1-[(1R)-1-(3-bromo-4-pyridyl)ethyl]-3-[(3S)-4,4-difluorotetrahydrofuran-3-yl]-1-methyl-urea BrC=1C=NC=CC1[C@@H](C)N(C(=O)N[C@H]1COCC1(F)F)C